NC12CCC(CC1)(CC2)C(=O)NC2=CC(=C(C(=O)OC)C=C2)C#CCN methyl 4-(4-aminobicyclo[2.2.2]octane-1-carboxamido)-2-(3-aminoprop-1-yn-1-yl)benzoate